C(C)OC(C)OC(C)C1=NN(C(N1C)=O)C1=CC(=C(C(=O)OC(C)(C)C)C=C1F)F tert-butyl 4-{3-[1-(1-ethoxyethoxy)ethyl]-4-methyl-5-oxo-4,5-dihydro-1H-1,2,4-triazol-1-yl}-2,5-difluorobenzoate